C(C1=CC=CC=C1)OC(=O)N[C@H](C(=O)N[C@@H](C(=O)OC)CC)CO methyl (R)-2-((S)-2-(((benzyloxy)carbonyl)amino)-3-hydroxypropanamido)butanoate